[Zn+2].ClC1=C(OCC(=O)[O-])C=CC(=C1)Cl.ClC1=C(OCC(=O)[O-])C=CC(=C1)Cl 2,4-dichlorophenoxyacetate zinc